3-bromo-5-(1-ethyl-1H-pyrazol-4-yl)pyridin-2-amine BrC=1C(=NC=C(C1)C=1C=NN(C1)CC)N